C1=CC=C(C=C1)[C@H](CO)O (R)-(-)-1-phenylethane-1,2-diol